CC=1N=C2CN(CC2=C2CCCC12)C(CC1CN(C1)C1=NC=C(C=N1)C(F)(F)F)=O 1-(5-Methyl-3,6,7,8-tetrahydro-1H-2,4-diaza-as-indacen-2-yl)-2-[1-(5-trifluoromethyl-pyrimidin-2-yl)-azetidin-3-yl]-ethanone